3-(pyridin-4-yl)-N-(1-(trifluoromethyl)cyclopropyl)-2,6-naphthyridin-4-amine N1=CC=C(C=C1)C=1N=CC2=CC=NC=C2C1NC1(CC1)C(F)(F)F